C(C=C)OCC(CNCCN(C(=O)N)C=C)O N-(3-allyloxy-2-hydroxypropyl)aminoethyl-vinylurea